2-(5-(benzyloxy)-6-methoxybenzo[b]selenophene-2-carbonyl)cyclopropane-1-carboxylic acid C(C1=CC=CC=C1)OC1=CC2=C([Se]C(=C2)C(=O)C2C(C2)C(=O)O)C=C1OC